(+/-)-2,2'-Bis(diphenyl-phosphino)-1,1'-binaphthyl C1(=CC=CC=C1)P(C1=C(C2=CC=CC=C2C=C1)C1=C(C=CC2=CC=CC=C12)P(C1=CC=CC=C1)C1=CC=CC=C1)C1=CC=CC=C1